ClC1=CC=C(C=C1)C1(N(C(C2=CC(=CC(=C12)F)C(=O)C=1N=CN(C1)C)=O)CC1=NC=C(C=N1)C#N)O[C@@H]1C[C@H](CC1)O trans-2-((1-(4-chlorophenyl)-7-fluoro-1-((3-hydroxycyclopentyl)oxy)-5-(1-methyl-1H-imidazole-4-carbonyl)-3-oxoisoindolin-2-yl)methyl)pyrimidine-5-carbonitrile